COCCN1CCN(CC1)C1=CC(=NC=C1)NC=1SC2=C(N1)C=CC(=C2)C2=CC=NC=C2 N-(4-(4-(2-methoxyethyl)piperazin-1-yl)pyridin-2-yl)-6-(pyridin-4-yl)benzo[d]thiazol-2-amine